C(#N)C1=C(C=C(C(=C1)C#N)C#N)C#N 1,2,4,5-tetracyanobenzene